OC=1C=C2C=CN(C2=C(C1)C)C(=O)OC(C)(C)C tert-Butyl 5-hydroxy-7-methylindole-1-carboxylate